1-(6-((((3S,4S)-8-(6-amino-5-((2-amino-3-chloropyridin-4-yl)thio)pyrazin-2-yl)-3-methyl-2-oxa-8-azaspiro[4.5]decan-4-yl)amino)methyl)pyridazin-3-yl)dihydropyrimidine-2,4(1H,3H)-dione NC1=C(N=CC(=N1)N1CCC2([C@@H]([C@@H](OC2)C)NCC2=CC=C(N=N2)N2C(NC(CC2)=O)=O)CC1)SC1=C(C(=NC=C1)N)Cl